tert-butyl N-[2-[4-[6-(dimethylamino)pyridin-3-yl]-2-(trifluoromethyl)phenyl]-1,3-benzothiazol-6-yl]carbamate CN(C1=CC=C(C=N1)C1=CC(=C(C=C1)C=1SC2=C(N1)C=CC(=C2)NC(OC(C)(C)C)=O)C(F)(F)F)C